C(CCCCCCC\C=C\CC)O (E)-9-dodecen-1-ol